C(C)(C)(C)OC(=O)NC1(CC(C1)(C)O)C(=O)OC methyl trans-1-[(tert-butoxycarbonyl) amino]-3-hydroxy-3-methylcyclobutane-1-carboxylate